(R)-1-Methyl-2-oxo-3-(3-(2-(5-tosyl-5H-pyrrolo[2,3-b]pyrazin-7-yl)thiazol-4-yl)phenyl)azetidin-3-yl acetate C(C)(=O)O[C@]1(C(N(C1)C)=O)C1=CC(=CC=C1)C=1N=C(SC1)C1=CN(C2=NC=CN=C21)S(=O)(=O)C2=CC=C(C)C=C2